4-(o-tolyl)pyrimidine-2,4-diamine C1(=C(C=CC=C1)C1(NC(=NC=C1)N)N)C